FC(CN1C(=NC2=C1C=C(C=C2)C2=CNC=1N=C(N=C(C12)OC)NC1CC(C1)(O)C)C)F (1s,3s)-3-((5-(1-(2,2-difluoroethyl)-2-methyl-1H-benzo[d]imidazol-6-yl)-4-methoxy-7H-pyrrolo[2,3-d]pyrimidin-2-yl)amino)-1-methylcyclobutan-1-ol